C1(CCCCC1)C(CCN1CCCCC1)(O)C1=CC=CC=C1 α-cyclohexyl-α-phenyl-1-piperidinepropanol